C(\C=C/C(=O)O)(=O)O.COC dimethyl ether maleate